Nitrite Ammonium [NH4+].N(=O)[O-]